N12S3=NC=NC=C3CC(=C2CC=2C=CC=CC21)C(=O)[O-] thia-1,3,5-triazatetracyclo[8.7.0.02,7.012,17]heptadeca-2,4,6,9,12(17),13,15-heptaene-9-carboxylate